C(C)(C)OC(=O)C=1C(=CC=CC1)C1=CC=C(C=C1)CBr 4'-bromomethyl-2-biphenyl-carboxylic acid isopropyl ester